ClC=1C=CC(=C(C1)C1=CC(=C(N=N1)S)NC1=CC(=NC=C1)NC(CCN1CCN(CC1)C)=O)F N-(4-{[6-(5-chloro-2-fluorophenyl)-3-sulfanylpyridazin-4-yl]amino}pyridin-2-yl)-3-(4-methylpiperazin-1-yl)propanamide